L-alanine Methyl Ester Hydrochloride Cl.COC([C@@H](N)C)=O